N-(4-chlorophenyl)-1-cyclopropyl-9-(1-methyl-1H-pyrazol-4-yl)-6,7-dihydro-5H-benzo[c][1,2,3]triazolo[1,5-a]azepin-7-amine ClC1=CC=C(C=C1)NC1C2=C(C=3N(CC1)N=NC3C3CC3)C=CC(=C2)C=2C=NN(C2)C